N[C@H](C)C=1C=C(C=C2C(C(=C(OC12)C1=CC2=CN(N=C2C=C1)C)C)=O)C 8-[(1R)-1-Aminoethyl]-3,6-dimethyl-2-(2-methyl-indazol-5-yl)chromen-4-one